FC(C(=O)O)(F)F.N1CCC(CC1)N1CCNCC1 4-(piperidine-4-yl)piperazine trifluoroacetate